N-[1-[5-bromo-2-[5-(difluoromethoxy)-2-pyridyl]-1,2,4-triazol-3-yl]ethyl]-3-cyclopropyl-5-(trifluoromethyl)benzamide BrC=1N=C(N(N1)C1=NC=C(C=C1)OC(F)F)C(C)NC(C1=CC(=CC(=C1)C(F)(F)F)C1CC1)=O